5-(3-(carboxymethyl)-2,5-dihydroxybenzoylamino)-2-fluoroisonicotinic acid C(=O)(O)CC=1C(=C(C(=O)NC2=CN=C(C=C2C(=O)O)F)C=C(C1)O)O